3-(3-(4-(Chloromethyl)phenyl)-5-(2-(methyl-d3)-2H-1,2,3-triazol-4-yl)-3H-imidazo[4,5-b]pyridin-2-yl)pyrazin-2-amine ClCC1=CC=C(C=C1)N1C(=NC=2C1=NC(=CC2)C2=NN(N=C2)C([2H])([2H])[2H])C=2C(=NC=CN2)N